tert-butyl(2-methoxy-3-(tritylthio)propoxy)dimethylsilane C(C)(C)(C)[Si](C)(C)OCC(CSC(C1=CC=CC=C1)(C1=CC=CC=C1)C1=CC=CC=C1)OC